CO[Si](CCCNCCNCCN)(OC)OC 1-(3-trimethoxysilylpropyl)diethylenetriamine